C(C1=CC=CC=C1)OCC12C(C(C1)(C2)C2=NC1=CC=CC=C1N=C2Cl)B2OC(C(O2)(C)C)(C)C 2-(3-((benzyloxy)methyl)-2-(4,4,5,5-tetramethyl-1,3,2-dioxaborolan-2-yl)bicyclo[1.1.1]pentan-1-yl)-3-chloroquinoxaline